N-carbamoyl-triazoleN C(N)(=O)N1N=NCC1